(R)- and (S)-N-(4-((5-amino-1,3-dimethyl-1H-pyrazol-4-yl)oxy)butan-2-yl)-2-chloro-5-(trifluoromethyl)pyrimidin-4-amine NC1=C(C(=NN1C)C)OCC[C@@H](C)NC1=NC(=NC=C1C(F)(F)F)Cl |r|